O=C1N(CCC(N1)=O)C=1C=C2C=NN(C2=CC1)C(=O)OC(C)(C)C tert-Butyl 5-(2,4-dioxotetrahydropyrimidin-1(2H)-yl)-1H-indazole-1-carboxylate